N,N-bis(trimethylsilyl)aminopropylmethoxysilane C[Si](N([Si](C)(C)C)CCC[SiH2]OC)(C)C